3-(2H-benzopyran-3-yl)-5-(2-fluoro-5-nitrophenyl)-1,2,4-oxadiazole O1CC(=CC2=C1C=CC=C2)C2=NOC(=N2)C2=C(C=CC(=C2)[N+](=O)[O-])F